ClCC1=NC=C(C=C1)N1N=C(C=C1C)C(F)(F)F 2-(chloromethyl)-5-[5-methyl-3-(trifluoromethyl)-1H-pyrazol-1-yl]pyridine